4,4'-diamino-3-methylazobenzene NC1=C(C=C(C=C1)N=NC1=CC=C(C=C1)N)C